2-chloro-9-((3s,5r)-3,4,5-trimethylpiperazin-1-yl)pyrido[3,2-e][1,2,4]triazolo[4,3-a]pyrazine ClC=1C=CC=2N=CC=3N(C2N1)C(=NN3)N3C[C@@H](N([C@@H](C3)C)C)C